S(=O)(=O)(O)C1=C(C(=O)N)C=CC=C1C(=O)N.[Na] sodium sulfoisophthalamide